FC1=C2CN(CC2=CC(=C1F)F)C(=O)NC1=CC=C(C=C1)C12CCC(CC1)(CC2)NC(=O)NCCF 4,5,6-trifluoro-N-(4-(4-(3-(2-fluoroethyl)ureido)bicyclo[2.2.2]octan-1-yl)phenyl)isoindoline-2-carboxamide